FC=1C=C(C=C(C1F)F)C(=O)C1=CNC2=C(C=CC=C12)C1=C(C2=C(N(C(=N2)C)C)C=C1C)CCCOC1OCCCC1 (3,4,5-trifluorophenyl)(7-(1,2,6-trimethyl-4-(3-((tetrahydro-2H-pyran-2-yl)oxy)propyl)-1H-benzo[d]imidazol-5-yl)-1H-indol-3-yl)methanone